2,3-dibromo-6-methylpyridine BrC1=NC(=CC=C1Br)C